C(C)(=O)[O-].[Ca+2].C(C)(=O)[O-] Calcium acetate